O[C@]1(CCN(CCC1)C1=C(C=C(C=C1)C(F)(F)F)NC(=O)C=1OC(=CC1)C1CCOCC1)C (R)-N-(2-(4-hydroxy-4-methylazepan-1-yl)-5-(trifluoromethyl)phenyl)-5-(tetrahydro-2H-pyran-4-yl)furan-2-carboxamide